C1(CC1)C(=O)NC1=NC=C(C(=O)N)C(=C1)NC1=C(C(=CC=C1)C=1C=NN(C1)[C@@H]1[C@@H](CCC1)OC)OC 6-(cyclopropanecarboxamido)-4-((2-methoxy-3-(1-((1S,2R)-2-methoxycyclopentyl)-1H-pyrazol-4-yl)phenyl)amino)nicotinamide